5-(3-isopropyl-5-(piperidin-4-yl)-1H-indol-2-yl)-2'-methoxy-1-methyl-[3,3'-bipyridine]-2(1H)-one C(C)(C)C1=C(NC2=CC=C(C=C12)C1CCNCC1)C=1C=C(C(N(C1)C)=O)C=1C(=NC=CC1)OC